N-((R)-1-(((S)-1-Amino-1-oxo-3-((S)-2-oxopyrrolidin-3-yl)propan-2-yl)amino)-1-oxo-3-(trimethylsilyl)propan-2-yl)-4,6,7-trifluoro-1H-indole-2-carboxamide NC([C@H](C[C@H]1C(NCC1)=O)NC([C@H](C[Si](C)(C)C)NC(=O)C=1NC2=C(C(=CC(=C2C1)F)F)F)=O)=O